ClC1=CC2=C(NC=3CCN(CCC32)C)N=C1 3-chloro-7-methyl-5,6,7,8,9,10-hexahydropyrido[3',2':4,5]pyrrolo[2,3-d]azepine